ClC=1C=C(C=C2C(=C(C=NC12)C#N)NCC(C)(C)C)N[C@@H](C=1C(=NC(=CC1)F)C)C=1N=NN(C1F)C1CC1 (S)-8-chloro-6-(((1-cyclopropyl-5-fluoro-1H-1,2,3-triazol-4-yl)(6-fluoro-2-methylpyridin-3-yl)methyl)amino)-4-(neopentylamino)quinoline-3-carbonitrile